8-((2-Methyl-6-(trifluoromethyl)pyridin-3-yl)sulfonyl)-2-(tetrahydro-2H-pyran-4-yl)-2,8-diazaspiro[4.5]decane CC1=NC(=CC=C1S(=O)(=O)N1CCC2(CCN(C2)C2CCOCC2)CC1)C(F)(F)F